(E)-3-(1-(4-fluorophenyl)-2-(trimethylsilyl)vinyl)-N-(2-(pyrrolidin-1-yl)ethyl)pyridin-2-amine FC1=CC=C(C=C1)/C(=C\[Si](C)(C)C)/C=1C(=NC=CC1)NCCN1CCCC1